bis(para-aminocyclohexyl)methane dihydroiodide I.I.NC1CCC(CC1)CC1CCC(CC1)N